2-(2-((1R,5S,6s)-3-oxabicyclo[3.1.0]hexan-6-yl)-2H-pyrazolo[3,4-b]pyridin-6-yl)-5-chloro-3-methylphenol [C@H]12COC[C@@H]2C1N1N=C2N=C(C=CC2=C1)C1=C(C=C(C=C1C)Cl)O